rel-tert-butyl 4-chloro-3-(2-methyl-6-{[(1r,4r)-4-(trifluoromethyl)cyclohexyl]oxy}pyridin-4-yl)-1H-pyrrolo[3,2-c]pyridine-1-carboxylate ClC1=NC=CC2=C1C(=CN2C(=O)OC(C)(C)C)C2=CC(=NC(=C2)OC2CCC(CC2)C(F)(F)F)C